[(Carbazolyl)phenyl](triphenyleneyl)carbazole C1(=CC=CC=2C3=CC=CC=C3NC12)C1=C(C=CC=C1)C1=C(C=2NC3=CC=CC=C3C2C=C1)C1=CC=CC=2C3=CC=CC=C3C3=CC=CC=C3C12